tert-butyl (12aR)-9-bromo-10-chloro-8-(methoxymethyl)-3,4,12,12a-tetrahydro-6H-pyrazino[2,1-c][1,4]benzoxazepine-2(1H)-carboxylate BrC1=C(C2=C(CN3[C@@H](CO2)CN(CC3)C(=O)OC(C)(C)C)C=C1COC)Cl